1-[[[(3aS,7aS)-3a-(3,4-dimethoxyphenyl)-1-methyl-2,3,4,5,7,7a-hexahydroindol-6-ylidene]amino]carbamoyl]cyclopropanecarboxylic acid COC=1C=C(C=CC1OC)[C@@]12CCN([C@H]2CC(CC1)=NNC(=O)C1(CC1)C(=O)O)C